C1(CC1)C1=NC=NC(=C1C=1N=C(C2=C(N1)C=CO2)NCC2=CC(=C(C=C2)C=2N(C=C(N2)C(F)(F)F)C)OC)OC 2-(4-Cyclopropyl-6-methoxypyrimidin-5-yl)-N-(3-methoxy-4-(1-methyl-4-(trifluoromethyl)-1H-imidazol-2-yl)benzyl)furo[3,2-d]pyrimidin-4-amine